FC1=CC=C(C=C1)C1(CN(C1)C)NC(=O)C1=NN2C(C(NC(=C2)C2=CC3=C(N(CCO3)C)C=C2)=O)=C1 N-[3-(4-Fluorophenyl)-1-methylazetidin-3-yl]-6-(4-methyl-3,4-dihydro-2H-1,4-benzoxazin-7-yl)-4-oxo-4,5-dihydropyrazolo[1,5-a]pyrazine-2-carboxamide